ClC=1C(=CC(=NC1)OC)C1=CC(=NN1)C(=O)N1CCC(CC1)C(=O)NC1CCC(CC1)(C(F)(F)F)O (5-(5-chloro-2-methoxypyridin-4-yl)-1H-pyrazole-3-carbonyl)-N-((1r,4r)-4-hydroxy-4-(trifluoromethyl)cyclohexyl)piperidine-4-carboxamide